NC1=NC=2C=NC(=CC2C2=C1C(=NN2)C)C(=O)N2[C@H](COCC2)C2=CC=C(C=C2)C(F)(F)F (4-amino-3-methyl-1H-pyrazolo[4,3-c][1,7]naphthyridin-8-yl)((3S)-3-(4-(trifluoromethyl)phenyl)-4-morpholinyl)methanone